5-[4-(hydroxymethyl)piperidin-1-yl]pyrazine-2-carboxylate OCC1CCN(CC1)C=1N=CC(=NC1)C(=O)[O-]